6-(4-Methylpyridin-3-yl)-N-(4-methylthiazol-2-yl)imidazo[1,2-b]pyridazine-8-carboxamide CC1=C(C=NC=C1)C=1C=C(C=2N(N1)C=CN2)C(=O)NC=2SC=C(N2)C